6-(4-amino-4-phenylpiperidin-1-yl)-3-(2-methyl-2H-indazol-5-yl)-1H-pyrazolo[3,4-d]pyrimidine-4-carbonitrile NC1(CCN(CC1)C1=NC(=C2C(=N1)NN=C2C2=CC1=CN(N=C1C=C2)C)C#N)C2=CC=CC=C2